2-hexyldecyl 8-{[3-(dimethylamino)propoxy]amino}octadecenoate CN(CCCONC(CCCCC=CC(=O)OCC(CCCCCCCC)CCCCCC)CCCCCCCCCC)C